FC1=CC(=C(C=C1)C1=CC(=NC=C1)NC(=O)NC1=CC(=CC=C1)C(=O)N1CCN(CC1)C)OC 1-(4-(4-fluoro-2-methoxyphenyl)pyridin-2-yl)-3-(3-(4-methylpiperazine-1-carbonyl)phenyl)urea